(S)-2-(4-(6-((4-cyano-2-fluorobenzyl)oxy)pyridin-2-yl)-2-fluorobenzyl)-1-(4,4-dimethyltetrahydrofuran-3-yl)-4-fluoro-1H-benzo[d]imidazole-6-carboxylic acid C(#N)C1=CC(=C(COC2=CC=CC(=N2)C2=CC(=C(CC3=NC4=C(N3[C@@H]3COCC3(C)C)C=C(C=C4F)C(=O)O)C=C2)F)C=C1)F